(S)-N-(3-(cyclopropylmethyl)-1H-indazol-5-yl)-6-(pyrrolidin-3-yloxy)pyrido[3,2-d]pyrimidin-4-amine C1(CC1)CC1=NNC2=CC=C(C=C12)NC=1C2=C(N=CN1)C=CC(=N2)O[C@@H]2CNCC2